(1-ethyl-3-methyl-1H-pyrazole-5-carboxamido)-1H-benzo[d]imidazole-5-carboxamide C(C)N1N=C(C=C1C(=O)NN1C=NC2=C1C=CC(=C2)C(=O)N)C